O1COC2=C1C=CC(=C2)[C@H]2[C@](C[C@@H]1N2C([C@H](N(C1=O)C)CC)=O)(C#N)C |r| rac-(3r,6s,7s,8as)-6-(benzo[d][1,3]dioxol-5-yl)-3-ethyl-2,7-dimethyl-1,4-dioxo-octahydropyrrolo[1,2-a]pyrazine-7-carbonitrile